ClC(=O)OC(C)C isopropyl chloroformate